3-hydroxyhistidine ON1C=NC=C1C[C@H](N)C(=O)O